3,5-dichloro-4-((1-((2,4-dimethyl-6-oxo-1,6-dihydropyrimidin-5-yl)methyl)-6-oxo-4-(perfluoroethyl)-1,6-dihydropyrimidin-5-yl)oxy)benzonitrile ClC=1C=C(C#N)C=C(C1OC1=C(N=CN(C1=O)CC1=C(N=C(NC1=O)C)C)C(C(F)(F)F)(F)F)Cl